2-(4-methylpiperazin-1-yl)ethyl (E)-(3-chloro-4-fluorophenyl)(7-methoxy-6-(4-(piperidin-1-yl)but-2-enamido)quinazolin-4-yl)carbamate ClC=1C=C(C=CC1F)N(C(OCCN1CCN(CC1)C)=O)C1=NC=NC2=CC(=C(C=C12)NC(\C=C\CN1CCCCC1)=O)OC